COC=1CCCC(N1)C 6-methoxy-2-methyl-2,3,4,5-tetrahydropyridine